C(NC(=O)C=1N=NC=CC1NC1=C(C=C2C(=N1)SC(=N2)C)S(=O)(=O)C)([2H])([2H])[2H] N-(methyl-d3)-4-((2-methyl-6-(methylsulfonyl)thiazolo[5,4-b]pyridin-5-yl)amino)pyridazine-3-carboxamide